ClC1=NC=NC2=C1C1=C(CN(CCC1)C(=O)OC(C)(C)C)S2 tert-butyl 4-chloro-6,7-dihydro-5H-pyrimido[5',4':4,5]thieno[2,3-c]azepine-8(9H)-carboxylate